1-[5-(4-chloro-7-fluoro-1H-indazol-6-yl)-3,6-dihydro-2H-pyridin-1-yl]-3-(triazol-1-yl)propan-1-one ClC1=C2C=NNC2=C(C(=C1)C1=CCCN(C1)C(CCN1N=NC=C1)=O)F